FC1=CC=C(N(C)C2C(CN(CC2)C(=O)OC(C)(C)C)C)C=C1 tert-butyl 4-(4-fluoro-N-methyl-anilino)-3-methyl-piperidine-1-carboxylate